COCC1=C2CCNC2=CC=C1 4-(methoxymethyl)indoline